(1R,3r)-3-(3-(1-(4-cyano-3-((R)-1-(2,4-dichlorophenyl)ethoxy)phenyl)azetidin-3-yl)piperidin-1-yl)-1-methylcyclobutane-1-carboxylic acid C(#N)C1=C(C=C(C=C1)N1CC(C1)[C@@H]1CN(CCC1)C1CC(C1)(C(=O)O)C)O[C@H](C)C1=C(C=C(C=C1)Cl)Cl